IC1=NN(C2=CC=C(C=C12)O)C1OCCCC1 3-iodo-1-(tetrahydro-2H-pyran-2-yl)-1H-indazole-5-ol